2-fluoro-6-(2H-tetrazol-5-yl)benzoic acid cyclohexyl ester C1(CCCCC1)OC(C1=C(C=CC=C1C=1N=NNN1)F)=O